CN1C=C(C=2C1=CN=C(C2)NC(C)=O)C2=CC(=C1C(=N2)C2(OCC1)COCC2)OCC=2C=NC=CC2 N-(1-methyl-3-(4'-(pyridin-3-ylmethoxy)-4,5,5',6'-tetrahydro-2H-spiro[furan-3,8'-pyrano[3,4-b]pyridin]-2'-yl)-1H-pyrrolo[2,3-c]pyridin-5-yl)acetamide